tert-butyl 4-(2-(1-(6-(1-(4-cyano-3-(trifluoromethyl)phenyl)piperidine-4-carboxamido)pyridin-3-yl)-4-hydroxypiperidin-4-yl) ethyl)piperazine-1-carboxylate C(#N)C1=C(C=C(C=C1)N1CCC(CC1)C(=O)NC1=CC=C(C=N1)N1CCC(CC1)(O)CCN1CCN(CC1)C(=O)OC(C)(C)C)C(F)(F)F